CN(C1(CCC2(CN(C(N2CC=C(C)C)=O)CC2=CC=C(C=C2)OC)CC1)C1=CC=CC=C1)C CIS-8-dimethylamino[(4-methoxyphenyl)-methyl]-1-(3-methyl-but-2-enyl)-8-phenyl-1,3-diazaspiro[4.5]decan-2-one